ethyl (3S)-3-[(2S)-2-amino-4-methylpentanamido]-3-{3',5'-dimethyl-[3,4'-bipyridin]-5-yl}propanoate trihydrochloride Cl.Cl.Cl.N[C@H](C(=O)N[C@@H](CC(=O)OCC)C=1C=C(C=NC1)C1=C(C=NC=C1C)C)CC(C)C